(R)-3-isopropyl-5-(4-(1-((5-(4-(methylsulfonyl)phenyl)thiazolo[5,4-b]pyridin-2-yl)oxy)ethyl)piperidin-1-yl)-1,2,4-oxadiazole C(C)(C)C1=NOC(=N1)N1CCC(CC1)[C@@H](C)OC=1SC2=NC(=CC=C2N1)C1=CC=C(C=C1)S(=O)(=O)C